12,16,20,24-Tetramethyloctatriacontane CC(CCCCCCCCCCC)CCCC(CCCC(CCCC(CCCCCCCCCCCCCC)C)C)C